3-(4-(1-((tert-butoxycarbonyl)(methyl)amino)butyl)phenyl)propionic acid C(C)(C)(C)OC(=O)N(C(CCC)C1=CC=C(C=C1)CCC(=O)O)C